ClC=1C(=CC(=C(C1)S(=O)(=O)N1[C@@H](CCCC1)C(=O)OC)OC)C methyl (S)-1-((5-chloro-2-methoxy-4-methylphenyl)sulfonyl)piperidine-2-carboxylate